C1(CCCC1)C1=NC(=CC(=C1)C1=NC(=NO1)C1=CC(=C(OCC(CO)O)C(=C1)C)CC)OC 3-{4-[5-(2-cyclopentyl-6-methoxy-pyridin-4-yl)-[1,2,4]oxadiazol-3-yl]-2-ethyl-6-methyl-phenoxy}-propane-1,2-diol